methyl 4-bromo-2-{[2-(trimethylsilyl)ethoxy]methyl}pyrazole-3-carboxylate BrC1=C(N(N=C1)COCC[Si](C)(C)C)C(=O)OC